BrC1=CC2=C(N=C(C3=C(C2)C=CC=C3)C3=CC=CC=C3)C=C1 2-Bromo-6-phenyl-11H-dibenzo[b,e]azepine